butanone oxime sodium salt [Na].CC(CC)=NO